FC1=C(C=CC(=C1)C)/C=C/C(=O)C1=C(C2=C(NC1=O)SC=C2)SC (E)-5-(3-(2-fluoro-4-methylphenyl)acryloyl)-4-methylthiothieno[2,3-b]pyridin-6(7H)-one